CC1(CN(CCO1)C1=NC=C(C=C1C(=O)NC1=CC(=NC=C1)S(N)(=O)=O)C(F)(F)F)C 2-(2,2-dimethyl-morpholin-4-yl)-N-(2-sulfamoyl-4-pyridyl)-5-(trifluoromethyl)pyridine-3-carboxamide